CN1N=NC(=C1CNC(=O)OCCC1=CC=CC=C1)C1=CC=C(C=N1)O[C@@H]1C[C@H](CCC1)C(=O)O (1S,3S)-3-((6-(1-methyl-5-(((phenethoxycarbonyl)amino)methyl)-1H-1,2,3-triazol-4-yl)pyridin-3-yl)oxy)cyclohexane-1-carboxylic acid